6-[(2S)-2-aminopropyl]-7-methyl-N-(pyrimidin-4-ylmethyl)thieno[3,2-c]pyridazin-4-amine N[C@H](CC1=C(C=2N=NC=C(C2S1)NCC1=NC=NC=C1)C)C